N-((4bR,9bR)-1-amino-4b-hydroxy-7-isopropyl-10-oxo-4b,10-dihydro-9bH-indeno[1,2-b]benzofuran-9b-yl)-5-(methylsulfonyl)-1H-pyrrole-2-carboxamide NC1=C2C([C@]3([C@](OC4=C3C=CC(=C4)C(C)C)(C2=CC=C1)O)NC(=O)C=1NC(=CC1)S(=O)(=O)C)=O